FC1=C(C=CC2=C1O[C@@H]1[C@H](CC2)[C@H](CC1)\C=C\C(O)C1(CCC1)C1=CC=C(C=C1)F)C(=O)O (1R,3aS,10aR)-5-fluoro-1-{(1E,3ξ)-3-[1-(4-fluorophenyl)cyclobutyl]-3-hydroxy-1-propen-1-yl}-2,3,3a,9,10,10a-hexahydro-1H-benzo[b]cyclopenta[f]oxepin-6-carboxylic acid